ClC=1C=C(C=C(C1)Cl)C1CC=NN1 5-(3,5-dichlorophenyl)-4,5-dihydro-1H-pyrazol